(3S)-3-(3',3'-difluoro-6-oxo-6,8-dihydro-2h,7h-spiro[furo[2,3-e]isoindol-3,4'-piperidin]-7-yl)piperidine-2,6-dione benzenesulfonate C1(=CC=CC=C1)S(=O)(=O)O.FC1(CNCCC12COC1=C3CN(C(C3=CC=C12)=O)[C@@H]1C(NC(CC1)=O)=O)F